4-(piperidin-4-yl)-1H-1,2,3-triazole-5-carboxylic acid ethyl ester C(C)OC(=O)C1=C(N=NN1)C1CCNCC1